NCCC(O)C1=CC(=CC=C1)OCC1OCCCC1 3-amino-1-(3-((tetrahydro-2H-pyran-2-yl)methoxy)phenyl)propan-1-ol